(S)-3-(but-2-ynoylpyrrolidin-3-ylamino)-4-(3,5-dimethoxyphenylethynyl)-1H-pyrazolo[3,4-b]pyridine C(C#CC)(=O)N(C1=NNC2=NC=CC(=C21)C#CC2=CC(=CC(=C2)OC)OC)[C@@H]2CNCC2